C1(CCCCC1)C1=CC=C(C=C1)NC=1C2=C(N=C(N1)N1C[C@H](OCC1)C)N=CC(=C2)N N4-(4-cyclohexylphenyl)-2-[(2R)-2-methylmorpholin-4-yl]pyrido[2,3-d]pyrimidine-4,6-diamine